5-[2-(2,4-difluoroanilino)-5-methylsulfonylphenyl]-1,3-dimethylpyridin-2-one FC1=C(NC2=C(C=C(C=C2)S(=O)(=O)C)C=2C=C(C(N(C2)C)=O)C)C=CC(=C1)F